BrC=1C=C2C(=CC=NC2=CC1)NC1=CC(=CC(=C1)C1=CC=NN1C)OC 6-Bromo-N-(3-methoxy-5-(1-methyl-1H-pyrazol-5-yl)phenyl)quinolin-4-amine